FC=1N=C(SC1CN1C[C@H](CCC1)CC1=NC=C(C=N1)F)NC(CC)=O (R)-N-(4-fluoro-5-((3-((5-fluoropyrimidin-2-yl)methyl)piperidin-1-yl)methyl)thiazol-2-yl)propanamide